C(C)(=O)N[C@@H]1[C@H]([C@H]([C@@H](N(C1)C(CCCCC(=O)OCC1=CC=CC=C1)=O)CC=C)O)O benzyl 6-[(2S,3S,4R,5S)-5-acetamido-2-allyl-3,4-dihydroxy-1-piperidinyl]-6-oxo-hexanoate